tert-butyl (6-(4-amino-2,5-difluorobenzamido)hexyl)carbamate NC1=CC(=C(C(=O)NCCCCCCNC(OC(C)(C)C)=O)C=C1F)F